FC1=NC(=CC=C1N1CCN(CC1)CC=1C=C(C=2C=3N(C(NC2C1)=O)C=CN3)F)C(NC)=O 8-((4-(2-fluoro-6-(methylcarbamoyl)pyridin-3-yl)piperazin-1-yl)methyl)-10-fluoroimidazo[1,2-c]quinazolin-5(6H)-one